9-Butyl-8-(2-Chloro-3,4,5-Trimethoxy-Benzyl)-9h-Purin C(CCC)N1C2=NC=NC=C2N=C1CC1=C(C(=C(C(=C1)OC)OC)OC)Cl